FC=1C=C(C=CC1C=1C=NC(=CC1)OC)C1=NNC(OC1)=O 5-[3-Fluoro-4-(6-methoxypyridin-3-yl)phenyl]-3,6-dihydro-2H-1,3,4-oxadiazin-2-one